C(C)N1C2=CC=CC=C2C=2C=C(C=CC12)CNC(CCN1C(=NC2=C1C=CC=C2)C(=O)N)C 3-((9-ethyl-9H-carbazol-3-yl)methylamino)butyl-1H-benzo[d]imidazole-2-carboxamide